O(C1=CC=CC=C1)CC(C)O 1-phenoxypropan-2-ol